5-bromo-2-chloro-N-(4-(1-methyl-4-(trifluoromethyl)-1H-imidazol-2-yl)benzyl)pyrimidin-4-amine BrC=1C(=NC(=NC1)Cl)NCC1=CC=C(C=C1)C=1N(C=C(N1)C(F)(F)F)C